(3S,6S)-naphthalen-1-ylmethyl 6-(4-hydroxybenzyl)-3,8-diisopropyl-4,7-dioxohexahydropyrazino[2,1-c][1,2,4]oxadiazine-1(6H)-carboxylate OC1=CC=C(C[C@H]2C(N(CC3N(O[C@H](C(N32)=O)C(C)C)C(=O)OCC3=CC=CC2=CC=CC=C32)C(C)C)=O)C=C1